FC=1C=C(C=C(C1)[C@@H](C)NC1=NC(=NC2=C3C(=C(C=C12)N1CCOCC1)CCC3)C)NC(C)=O |r| (R/S)-N-(3-fluoro-5-(1-((2-methyl-6-morpholino-8,9-dihydro-7H-cyclopenta[h]quinazolin-4-yl)amino)ethyl)phenyl)acetamide